BrC=1C=NC=C(C1)S(=O)(=O)C(C)(C)C 3-Bromo-5-[(1,1-dimethylethyl)sulfonyl]pyridine